1-[2-(2-ethyl-4-hydroxy-5-methyl-pyrazol-3-yl)oxazol-4-yl]-6-methyl-imidazo[1,5-a]pyrazine-3-carboxamide C(C)N1N=C(C(=C1C=1OC=C(N1)C=1N=C(N2C1C=NC(=C2)C)C(=O)N)O)C